CC(C)(C)N(C1(CC1)CO)C(=O)OC methyl 2-methylpropan-2-yl{[(hydroxymethyl)cyclopropyl]amino}carboxylate